propyltrimethylammonium chloride [Cl-].C(CC)[N+](C)(C)C